N-[1-(3-fluoropyridin-2-yl)ethyl]-5-[5-(trifluoromethyl)-1,2,4-oxadiazol-3-yl]pyrimidin-2-amine FC=1C(=NC=CC1)C(C)NC1=NC=C(C=N1)C1=NOC(=N1)C(F)(F)F